p-bromo-α-phenylethylamine BrC1=CC=C(C=C1)C(C)N